C1(CCC(CC1)NC([C@H](C1=CC=CC=C1)NC(OC(C)(C)C)=O)=O)NC([C@H](C1=CC=CC=C1)NC(OC(C)(C)C)=O)=O di-tert-butyl ((1S,1'S)-(((1S,4S)-cyclohexane-1,4-diyl)bis(azanediyl))bis(2-oxo-1-phenylethane-2,1-diyl))dicarbamate